Tert-butyl 5-[(diethoxyphosphoryl)carbonyl]-1-benzothiophene-2-carboxylate C(C)OP(=O)(OCC)C(=O)C=1C=CC2=C(C=C(S2)C(=O)OC(C)(C)C)C1